NC(=O)[C@H]1CN(C)[C@@H]2CC3=CNC4=CC=CC(C2=C1)=C34 Lysergamid